CN1C(C(=CC2=C1C(=NNC2=O)C)C2CCN(CC2)C)=O 1,8-dimethyl-3-(1-methyl-4-piperidyl)-6H-pyrido[2,3-d]pyridazine-2,5-dione